((6-amino-2,4-dimethylpyridin-3-yl)methyl)-3-(difluoromethyl)-1-(4-(2-oxopyridin-1(2H)-yl)methylbenzyl)-1H-pyrazole-4-carboxamide NC1=CC(=C(C(=N1)C)CC1=C(C(=NN1CC1=CC=C(C=C1)CN1C(C=CC=C1)=O)C(F)F)C(=O)N)C